C1(CCCC1)OC1=NC=CC=C1C1=CC(=C(C=C1)C1CCC(CC1)CC(=O)OCC)F ethyl {4-[4-(2-cyclopentyloxy-pyridin-3-yl)-2-fluoro-phenyl]-cyclohexyl}-acetate